O=C1NC(CC[C@H]1N1CCC2=C(C=CC=C12)N1CC(C1)N(C(OC(C)(C)C)=O)C)=O |r| racemic-tert-butyl N-[1-[1-(2,6-dioxo-3-piperidyl) indolin-4-yl]azetidin-3-yl]-N-methyl-carbamate